1-[4-(4-{5-[2-fluoro-6-(prop-2-yn-1-yloxy)-phenyl]-4,5-dihydro-1,2-oxazol-3-yl}-1,3-thiazol-2-yl)piperidin-1-yl]ethanone FC1=C(C(=CC=C1)OCC#C)C1CC(=NO1)C=1N=C(SC1)C1CCN(CC1)C(C)=O